4-nitro-phenyl chloroformate ClC(=O)OC1=CC=C(C=C1)[N+](=O)[O-]